4'-[[6-[[4-[[(1,1-dimethylethyl)amino]carbonyl]-phenyl]amino]1,3,5-triazine-2,4-diyl]diimino]bisbenzoic acid disodium salt [Na+].[Na+].CC(C)(C)NC(=O)C1=CC=C(C=C1)NC1=NC(=NC(=N1)NC1=C(C(=O)[O-])C=CC=C1)NC1=C(C(=O)[O-])C=CC=C1